6-fluoro-pyridazin FC1=CC=CN=N1